FC1CCN(CC1)CC1=CC(=C2CN(C(C2=C1)=O)C1=CC(=CC=C1)C1(COC1)OC1=NN=CN1C)C(F)(F)F 6-((4-fluoropiperidin-1-yl)methyl)-2-(3-(3-((4-methyl-4H-1,2,4-triazol-3-yl)oxy)oxetan-3-yl)phenyl)-4-(trifluoromethyl)isoindolin-1-one